1-methyl-6-((1-(N-(2-methylpyridin-3-yl)sulfamoyl)cyclopropyl)methyl)-7-oxo-4,5,6,7-tetrahydro-1H-pyrazolo[3,4-c]pyridine-3-carboxamide CN1N=C(C2=C1C(N(CC2)CC2(CC2)S(NC=2C(=NC=CC2)C)(=O)=O)=O)C(=O)N